C(C)C=1C=CC=C2C=CC=C(C12)N1CC=2N=C(N=C(C2CC1)NCC1=NN=C(O1)N)OCC12CCCN2CCC1 5-(((7-(8-ethylnaphthalen-1-yl)-2-((tetrahydro-1H-pyrrolizin-7a(5H)-yl)methoxy)-5,6,7,8-tetrahydropyrido[3,4-d]pyrimidin-4-yl)amino)methyl)-1,3,4-oxadiazol-2-amine